N-(2-heptyl-pyrrolidinyl)-(2-ethyl)hexanamide C(CCCCCC)C1N(CCC1)NC(C(CCCC)CC)=O